3-((S)-1-((1r,3S)-3-(methoxycarbonyl)-3-methylcyclobutyl)piperidin-3-yl)azetidine-1-carboxylic acid tert-butyl ester C(C)(C)(C)OC(=O)N1CC(C1)[C@H]1CN(CCC1)C1CC(C1)(C)C(=O)OC